N-cyclopropyl-4'-(4-(2-hydroxyethoxy)benzoyl)-6-methyl-[1,1'-biphenyl]-3-carboxamide C1(CC1)NC(=O)C=1C=C(C(=CC1)C)C1=CC=C(C=C1)C(C1=CC=C(C=C1)OCCO)=O